1-(2-chloro-5-(trifluoromethyl)phenyl)-3-(2-fluoro-4-methyl-5-(2-(methylamino)-8,9-dihydroimidazo[1',2':1,6]pyrido[2,3-d]pyrimidin-6-yl)phenyl)urea ClC1=C(C=C(C=C1)C(F)(F)F)NC(=O)NC1=C(C=C(C(=C1)C1=CC2=C(N=C(N=C2)NC)N2C1=NCC2)C)F